NC(C(=O)O)C=1N=NNN1 α-amino-2H-tetrazole-5-acetic acid